[PH2](=O)OC(CC(=O)O)(C)C 3-phosphinyloxy-3-methylbutanoic acid